CN(C(=O)N1C(=CC2=CC(=CC=C12)[N+](=O)[O-])C1=CC=CC=C1)C N,N-dimethyl-5-nitro-2-phenyl-1H-indole-1-carboxamide